N-(2-fluoro-4-methylphenyl)acetamide FC1=C(C=CC(=C1)C)NC(C)=O